(2R,3S)-3-amino-2-methylazetidine-1-carboxylic acid tert-butyl ester C(C)(C)(C)OC(=O)N1[C@@H]([C@H](C1)N)C